C(C)(C)(C)OC(=O)NCC1CN(CC1)C1=NC(=NC=C1CNC(OCC)=O)C1=C(C=C(C=C1)C(F)(F)F)F ethyl N-[[4-[3-[(tert-butoxycarbonylamino)methyl]pyrrolidin-1-yl]-2-[2-fluoro-4-(trifluoromethyl)phenyl]pyrimidin-5-yl]methyl]carbamate